tert-butyl (tertbutoxycarbonyl)(7-((3aR,4R,6R,6aS)-6-((ethylamino)methyl)-2,2-dimethyltetrahydrothieno[3,4-d][1,3]dioxol-4-yl)-5-ethynyl-7H-pyrrolo[2,3-d]pyrimidin-4-yl)carbamate C(C)(C)(C)OC(=O)N(C(OC(C)(C)C)=O)C=1C2=C(N=CN1)N(C=C2C#C)[C@@H]2S[C@@H]([C@H]1OC(O[C@H]12)(C)C)CNCC